BrC1=C(C=2C[C@H]3OCCN[C@H]3C2C=C1F)F (4aS,9aR)-7-bromo-6,8-difluoro-2,3,4,4a,9,9a-hexahydroindeno[2,1-b][1,4]oxazine